P(OC1=CC=CC=C1)(OC1=CC=CC=C1)[O-] diphenyl (S)-phosphite